BrC=1C=C(C(=O)NC(C)C=2N(N=C(N2)Br)C2=NC=C(C=C2)OCC(F)(F)F)C=C(C1)C(F)(F)F 3-bromo-N-[1-[5-bromo-2-[5-(2,2,2-trifluoroethoxy)-2-pyridyl]-1,2,4-triazol-3-yl]ethyl]-5-(trifluoromethyl)benzamide